C1(CC1)CN1C(C(N(CC1)CC1=NC=C(C=N1)C1=CC=CC=C1)=O)=O 1-(cyclopropylmethyl)-4-((5-phenylpyrimidin-2-yl)methyl)piperazine-2,3-dione